N1(CCOCC1)C(=O)C=1C=C(C=CC1)NC(C1=C(C=CC=C1)OC1=CC=CC=C1)=O N-(3-(morpholine-4-carbonyl)phenyl)-2-phenoxybenzamide